(2S,4R)-1-((S)-2-amino-3,3-dimethylbutanoyl)-N-((S)-1-(4-(4-(difluoromethyl)thiazol-5-yl)phenyl)ethyl)-4-hydroxypyrrolidine-2-carboxamide hydrochloride Cl.N[C@H](C(=O)N1[C@@H](C[C@H](C1)O)C(=O)N[C@@H](C)C1=CC=C(C=C1)C1=C(N=CS1)C(F)F)C(C)(C)C